C(C)(=O)OC1CCC(CC1)[C@@H](C(=O)OCC=C)C1=CC=C(C=C1)C1(COC1)NC(=O)C=1N(C2=CC=C(C(=C2C1)Cl)OC)C |r| (±)-allyl 2-(4-acetoxycyclohexyl)-2-[4-[3-[(4-chloro-5-methoxy-1-methyl-indole-2-carbonyl)amino]oxetan-3-yl]phenyl]acetate